OC1(N([C@H]2[C@H](O)[C@H](O)[C@@H](CO)O2)C=CC(N1)=O)N 2-hydroxyisocytidine